N-[2-hydroxy-2-(1-methylpyrazol-4-yl)ethyl]-N-(1-phenylethyl)carbamate OC(CN(C([O-])=O)C(C)C1=CC=CC=C1)C=1C=NN(C1)C